NC1=NC=C(C2=C1C(=C(N2C)C2=C(C=C(C=C2)NC(C(=C)C)=O)F)C2=CC(=C(C(=O)NCC(F)(F)F)C=C2)OC)C#CC(C)(C)O 4-(4-amino-2-{2-fluoro-4-[(2-methylacryloylamino)]phenyl}-7-(3-hydroxy-3-methylbut-1-ynyl)-1-methylpyrrolo[3,2-c]pyridin-3-yl)-2-methoxy-N-(2,2,2-trifluoroethyl)benzamide